1-(2-(2-oxoimidazolidin-1-yl)ethyl)-N-((5-phenyl-1,3,4-thiadiazol-2-yl)methyl)-1H-1,2,3-triazole-4-carboxamide O=C1N(CCN1)CCN1N=NC(=C1)C(=O)NCC=1SC(=NN1)C1=CC=CC=C1